benzyl N-[4-(imidazole-1-carbonylamino)-1,1-bis[3-(imidazole-1-carbonylamino)propyl]butyl]carbamate N1(C=NC=C1)C(=O)NCCCC(CCCNC(=O)N1C=NC=C1)(CCCNC(=O)N1C=NC=C1)NC(OCC1=CC=CC=C1)=O